(2S,4R)-1-[(2S)-2-(4-cyclopropyltriazol-1-yl)-3,3-dimethyl-butanoyl]-4-hydroxy-N-[2-(1-methylcyclobutoxy)ethyl]pyrrolidine-2-carboxamide C1(CC1)C=1N=NN(C1)[C@H](C(=O)N1[C@@H](C[C@H](C1)O)C(=O)NCCOC1(CCC1)C)C(C)(C)C